acryloyloxydodecylfluorodimethylsilane C(C=C)(=O)OCCCCCCCCCCCC[Si](C)(C)F